4-benzyl-6-(chloromethyl)-2H-benzo[b][1,4]thiazin-3(4H)-one C(C1=CC=CC=C1)N1C2=C(SCC1=O)C=CC(=C2)CCl